5-benzyl-3-((5-fluoro-2-methylbenzamido)methyl)-N-((R)-3-methyl-1-((3aS,4S,6S,7aR)-3a,5,5-trimethylhexahydro-4,6-methanobenzo[d][1,3,2]dioxaborol-2-yl)butyl)-4,5-dihydroisoxazole C(C1=CC=CC=C1)C1CC(N(O1)[C@@H](CC(C)C)B1O[C@@]2([C@H](O1)C[C@H]1C([C@@H]2C1)(C)C)C)CNC(C1=C(C=CC(=C1)F)C)=O